C1(CC1)[C@@H]1C[C@@H](C=2N1N=C(N2)C(=O)N(C)OC)F cis-5-cyclopropyl-7-fluoro-N-methoxy-N-methyl-6,7-dihydro-5H-pyrrolo[1,2-b][1,2,4]triazole-2-carboxamide